C(N)(=N)C=1C=C(SC1)CNC(=O)[C@H]1N(C[C@@H](C1)OC1=CC=CC=C1)C(CNC(CCCOC1=CC=CC=C1)=O)=O (2S,4R)-N-((4-carbamimidoylthiophen-2-yl)methyl)-4-phenoxy-1-((4-phenoxy-butanoyl)glycyl)pyrrolidine-2-carboxamide